FC1=CC=C(C=C1)N1C(=C(C2=C1C=C1C=NNC1=C2)C2=CC=C(C(=O)OC1[C@@H]([C@H]([C@@H]([C@H](O1)C(=O)OCC=C)O)O)O)C=C2)C2CCOCC2 allyl (2S,3S,4S,5R)-6-[4-[5-(4-fluorophenyl)-6-tetrahydropyran-4-yl-1H-pyrrolo[2,3-f]indazol-7-yl]benzoyl]oxy-3,4,5-trihydroxy-tetrahydropyran-2-carboxylate